(1s,2s)-1-(4-hydroxy-3-methoxyphenyl)-2-(4-hydroxy-4-phenylpiperidinyl)-1-propanol OC1=C(C=C(C=C1)[C@@H]([C@H](C)N1CCC(CC1)(C1=CC=CC=C1)O)O)OC